CC(C)=CCC\C(\C)=C\C=O E-citral